4-[(6-chloro-4-methyl-3-pyridyl)sulfonyl]-5-methyl-1,3-dihydroquinoxalin-2-one ClC1=CC(=C(C=N1)S(=O)(=O)N1CC(NC2=CC=CC(=C12)C)=O)C